COC=1C=2N(C=C(N1)NC(=O)C=1N=CC(=NC1)N1CC3(C(C3)N(C(OC(C)(C)C)=O)C)C1)C=C(N2)C tert-butyl N-[5-[5-[(8-methoxy-2-methyl-imidazo[1,2-a]pyrazin-6-yl)carbamoyl]pyrazin-2-yl]-5-azaspiro[2.3]hexan-2-yl]-N-methyl-carbamate